4-((3-(1-benzyl-3-(4-bromobenzyl)-2,5-dioxoimidazolin-4-yl)propanamido)methyl)-N-hydroxybenzamide C(C1=CC=CC=C1)N1C(N(C(C1=O)CCC(=O)NCC1=CC=C(C(=O)NO)C=C1)CC1=CC=C(C=C1)Br)=O